C(CC)[SiH2]OCCCOCCC1=CC=CC=C1 propyl-(phenyl)ethoxypropoxysilane